(S)-N-(4-((2-((5-(tert-butyl)-1-((1-(2-fluoroethyl)pyrrolidin-3-yl)methyl)-1H-pyrazol-3-yl)amino)-1-methyl-1H-imidazo[4,5-b]pyridin-6-yl)oxy)pyridin-2-yl)acetamide C(C)(C)(C)C1=CC(=NN1C[C@@H]1CN(CC1)CCF)NC=1N(C=2C(=NC=C(C2)OC2=CC(=NC=C2)NC(C)=O)N1)C